BrC=1C=C(/C(=N/O)/Cl)C=C(C1)F (Z)-3-bromo-5-fluoro-N-hydroxyiminobenzyl chloride